COC1=C(C=CC=C1)N1N=C(C=C1)N 1-(2-methoxyphenyl)-1H-pyrazol-3-amine